CN1C(OC2=C1C=CC(=C2)[N+](=O)[O-])=O 3-methyl-6-nitrobenzo[d]oxazol-2(3H)-one